ClC1=C(C=CC=C1Cl)N1CCN(CC1)CCCCC1=CC=C2C=CC(NC2=C1)=O 7-(4-(4-(2,3-dichlorophenyl)piperazin-1-yl)butyl)quinolin-2(1H)-one